FC(C1=CC=2C(=NN(N2)C2=C(C(=CC(=C2)C(C)(C)C)C(C)(C)C2=CC=CC=C2)O)C=C1)(F)F 5-trifluoromethyl-2-(2-hydroxy-3-α-cumyl-5-t-butyl-phenyl)-2H-benzotriazole